1-(1-methoxyethyl)-3-isobutyl-benzene COC(C)C1=CC(=CC=C1)CC(C)C